3'-oxo-1',3',4',7'-tetrahydrospiro[piperidine-3,2'-pyrrolo[3',2':5,6]pyrido[3,4-b]pyrazine]-1-carboxylate O=C1C2(NC3=C(N1)C=NC1=C3C=CN1)CN(CCC2)C(=O)[O-]